1-benzothiophene-2-carboxylic acid 2,3,4,5,6-pentafluorophenyl ester FC1=C(C(=C(C(=C1F)F)F)F)OC(=O)C=1SC2=C(C1)C=CC=C2